N-(cis-2-(((cis-4-isopropylcyclohexyl)oxy)methyl)-1-(2-thienylcarbonyl)piperidin-3-yl)methanesulfonamide C(C)(C)[C@H]1CC[C@H](CC1)OC[C@@H]1N(CCC[C@@H]1NS(=O)(=O)C)C(=O)C=1SC=CC1